C(C)C1OC2=C(C(=NC(=C2)S(=O)(=O)C)C2=CN(C3=CN=C(C=C32)NC(C)=O)C)OC1 N-(3-(2-ethyl-7-(methylsulfonyl)-2,3-dihydro-[1,4]dioxino[2,3-c]pyridin-5-yl)-1-methyl-1H-pyrrolo[2,3-c]pyridin-5-yl)acetamide